OC1=C2C(C(=C(OC2=CC(=C1OC)O)C1=CC(=C(C(=C1)CCC(=C)C)O)CCC(=C)C)OC)=O 5,7,4'-trihydroxy-3,6-dimethoxy-3',5'-diisopentenyl-flavone